ClC=1C=C(C=NC1Cl)NC(=O)[C@H]1[C@H]2[C@@H]3C[C@@H]3[C@@H]([C@@H]1C=1C=NC(=CC1)C)O2 (1S,2S,4R,5R,6R,7S)-N-(5,6-dichloropyridin-3-yl)-7-(6-methylpyridin-3-yl)-8-oxatricyclo[3.2.1.02,4]octane-6-carboxamide